(4-{6-methyl-4-[(1-methylcyclopropyl)amino]furo[2,3-d]pyrimidin-5-carbonyl}piperazin-1-yl)ethan-1-one CC1=C(C2=C(N=CN=C2NC2(CC2)C)O1)C(=O)N1CCN(CC1)C(C)=O